N(=[N+]=[N-])CCN1C(C=CC(=C1)C1=NC(=NC(=C1)C(F)(F)F)S(=O)(=O)C)=O 1-(2-azidoethyl)-5-(2-(methylsulfonyl)-6-(trifluoromethyl)pyrimidin-4-yl)pyridin-2(1H)-one